10-(3-(4-phenylpiperidin-1-yl)propyl)-2-(trifluoromethyl)-10H-phenothiazine C1(=CC=CC=C1)C1CCN(CC1)CCCN1C2=CC=CC=C2SC=2C=CC(=CC12)C(F)(F)F